C[C@@]1(N(CCC1)C1=NC(=CC=C1)OC(C#CC1=C(C=CC=C1C)C)=O)C(=O)O.CN1C(CC(CC1)C1=CC=2NC3=CC=C(C=C3C2C=C1)C1CCNCC1)=O 1-methyl-4-(6-(piperidin-4-yl)-9H-carbazol-2-yl)piperidin-2-one methyl-(6-((3-(2,6-dimethylphenyl)propioloyl)oxy)pyridin-2-yl)prolinate